C1(=CC=CC=C1)SC1=CC2=C(NC=N2)C=C1C(F)(F)F 5-Phenylsulfanyl-6-trifluoromethyl-1H-benzoimidazol